C(#N)C1=CC(=C(OC2=NC=C(C=C2C(=O)NC2=CC(=CC=C2)S(=O)(=O)C)C=2CCOCC2)C=C1)OC 2-(4-cyano-2-methoxy-phenoxy)-5-(3,6-dihydro-2H-pyran-4-yl)-N-(3-methylsulfonylphenyl)pyridine-3-carboxamide